6-Fluoro-5-(4-((5-fluoro-2-methyl-3-oxo-3,4-dihydroquinoxalin-6-yl)methyl)piperazin-1-yl)-N-(1-methyl-1H-pyrazol-4-yl)pyridineamide FC1=C(C=CC(=N1)C(=O)NC=1C=NN(C1)C)N1CCN(CC1)CC=1C(=C2NC(C(=NC2=CC1)C)=O)F